C(C)(=O)C(=O)[C@@H]([C@](O)([C@H](O)C)C(C)=O)C(C)=O 5-deoxy-1,2,3-triacetyl-deoxyribose